methyl (S)-3-((2-amino-4-methyl-6-((1-(methylthio) heptan-3-yl)amino)pyrimidin-5-yl)methyl)-4-methoxybenzoate NC1=NC(=C(C(=N1)C)CC=1C=C(C(=O)OC)C=CC1OC)N[C@H](CCSC)CCCC